C(NC(=O)C=1N=NC=CC1NC1=C(C=C(C=C1)C1=NN(C=N1)C(F)(F)F)OC(F)(F)F)([2H])([2H])[2H] N-(methyl-d3)-4-((2-(trifluoromethoxy)-4-(1-(trifluoromethyl)-1H-1,2,4-triazol-3-yl)phenyl)amino)pyridazine-3-carboxamide